C(C1=CC=CC=C1)N1C2=C(SCC1=O)C=CC(=C2)NC(=O)NC2=CNC1=CC=C(C=C21)C2=CC(=CC=C2)C(F)(F)F 1-(4-benzyl-3-oxo-3,4-dihydro-2H-benzo[b][1,4]thiazin-6-yl)-3-(5-(3-(trifluoromethyl)phenyl)-1H-indol-3-yl)urea